(3R,4R)-3-(4-(benzyloxy)-3-nitrobenzyl)-4-(3,4-dimethoxybenzyl)dihydrofuran-2(3H)-one C(C1=CC=CC=C1)OC1=C(C=C(C[C@H]2C(OC[C@@H]2CC2=CC(=C(C=C2)OC)OC)=O)C=C1)[N+](=O)[O-]